(S)-ethyl 2-(2-((7-(2-(1-((tert-butoxycarbonyl)amino)-2,2,2-trifluoroethyl)pyridin-4-yl)benzofuran-5-yl)methoxy)phenyl)acetate C(C)(C)(C)OC(=O)N[C@H](C(F)(F)F)C1=NC=CC(=C1)C1=CC(=CC=2C=COC21)COC2=C(C=CC=C2)CC(=O)OCC